((2-methoxy-3-(1-methyl-1H-1,2,4-triazol-3-yl)phenyl)amino)-N-(methyl-d3)-2-((1-(tetrahydrofuran-3-yl)-1H-pyrazol-4-yl)amino)pyrimidine-5-carboxamide COC1=C(C=CC=C1C1=NN(C=N1)C)NC1=NC(=NC=C1C(=O)NC([2H])([2H])[2H])NC=1C=NN(C1)C1COCC1